C/C(=C\C=C)/C(=O)O ethylenemethacrylic acid